N1=CC=C2OCC(CN21)CO (5H,6H,7H-pyrazolo[3,2-b][1,3]oxazin-6-yl)methanol